(R)-N-(2-hydroxypropyl)-4-(2-(8-methoxy-2-methyl-1,2,3,4-tetrahydroisoquinolin-6-yl)-5-tosyl-5H-pyrrolo[2,3-b]pyrazin-7-yl)-N-methylbenzamide O[C@@H](CN(C(C1=CC=C(C=C1)C1=CN(C2=NC=C(N=C21)C=2C=C1CCN(CC1=C(C2)OC)C)S(=O)(=O)C2=CC=C(C)C=C2)=O)C)C